C(C)(C)(C)C1=C(C=CC(=C1)C(C)(C)C)P(C1=C(C=C(C=C1)C(C)(C)C)C(C)(C)C)C1=C(C=C(C=C1)C(C)(C)C)C(C)(C)C tris[2,4-di-tert-butylphenyl]phosphine